C1(CC1)N1N=CC(=N1)[C@H]1OCC[C@H](C1)C1=NC2=NC(=C(N=C2C(=N1)C1=C(C=C(C=C1)F)F)C)C 2-((2S,4R)-2-(2-cyclopropyl-2H-1,2,3-triazol-4-yl)tetrahydro-2H-pyran-4-yl)-4-(2,4-difluorophenyl)-6,7-dimethylpteridine